C1(CC1)C(=O)N1CCC2=CC(=CC=C12)C=1N=C(SC1C)NC(CC=1C=C(OCCC(CCOS(=O)(=O)C2=CC=C(C=C2)C)(C)C)C=CC1)=O 5-(3-(2-((4-(1-(cyclopropanecarbonyl)indolin-5-yl)-5-methylthiazol-2-yl)amino)-2-oxoethyl)phenoxy)-3,3-dimethylpentyl-4-methylbenzenesulfonate